2-fluoro-4'-chloro-benzophenone FC1=C(C(=O)C2=CC=C(C=C2)Cl)C=CC=C1